tert-butyl 4-(1,3,4-thiadiazol-2-yl)piperazine-1-carboxylate S1C(=NN=C1)N1CCN(CC1)C(=O)OC(C)(C)C